1λ6-thiacyclohexane-1,1-dione S1(CCCCC1)(=O)=O